4-((2,5-dimethyl-4,5-dihydropyrido[3,4-e][1,2,4]triazolo[1,5-a]pyrazin-6-yl)amino)-N-(methyl-d3)nicotinamide CC1=NN2C(CN(C3=C2C=CN=C3NC3=CC=NC=C3C(=O)NC([2H])([2H])[2H])C)=N1